C1(CC1)CN(C(OC(C)(C)C)=O)C1=NC=CC(=C1)C=1OC=C(N1)C(NC=1C(=NN(C1)C1=CC=C(C=C1)CO)C(F)(F)F)=O tert-butyl N-(cyclopropylmethyl)-N-[4-[4-[[1-[4-(hydroxymethyl)phenyl]-3-(trifluoromethyl)pyrazol-4-yl]carbamoyl]oxazol-2-yl]-2-pyridyl]carbamate